C(C)(C)(C)OC(=O)O[C@@H]1[C@H]([C@H](N(C1)C(=O)OC(C)(C)C)CC1=CC=C(C=C1)OC)OC(C1=CC=C(C=C1)C1(N=N1)C(F)(F)F)=O tert-butyl (2R,3S,4S)-4-[(tert-butoxycarbonyl) oxy]-2-[(4-methoxyphenyl)methyl]-3-{4-[3-(trifluoromethyl)diazirin-3-yl]benzoyloxy}pyrrolidine-1-carboxylate